C/C/1=C\CCC(=C)[C@H]2CC([C@@H]2CC1)(C)C β-caryophyllen